ClC1=CC=C(C=C1)C1=C(C=CC=C1)NC1CCN(CC1)CC1=C2C=NC(C2=CC=C1)=O 4-((4-((4'-chloro-[1,1'-biphenyl]-2-yl)amino)piperidin-1-yl)methyl)-1-oxoisoindole